C(C1=CC=CC=C1)N1C[C@@H]2[C@H](C1)C=1C=CC=CC1OC2 (3aS,9bS)-2-Benzyl-1,2,3,3a,4,9b-hexahydrochromeno[3,4-c]pyrrole